N1=CC(=CC=C1)CNS(=O)(=O)C1=CC=C(C=C1)[C@H]1[C@@H](C1)C(=O)OCC trans-ethyl 2-(4-(N-(pyridin-3-ylmethyl)sulfamoyl)phenyl)cyclopropane-1-carboxylate